(R or S)-2-(1-Cyclopropyl-2-hydroxy-2-methylpropyl)-7-((4-methoxybenzyl)amino)isoindolin-1-one C1(CC1)[C@H](C(C)(C)O)N1C(C2=C(C=CC=C2C1)NCC1=CC=C(C=C1)OC)=O |o1:3|